4-(2-acryloyl-2,6-diazaspiro[3.4]octan-6-yl)-2-(2-(3,3-difluoropyrrolidin-1-yl)ethoxy)-6-(5-methyl-1H-indazol-4-yl)pyrimidine-5-carbonitrile C(C=C)(=O)N1CC2(C1)CN(CC2)C2=NC(=NC(=C2C#N)C2=C1C=NNC1=CC=C2C)OCCN2CC(CC2)(F)F